NC1=NN2C(C=C(C=C2)C=2C=NN(C2)CC(=O)NC2=CC=C(C=C2)N2CC(CC2)(F)F)=N1 2-[4-(2-Amino-[1,2,4]triazolo[1,5-a]pyridin-7-yl)pyrazol-1-yl]-N-[4-(3,3-difluoropyrrolidin-1-yl)phenyl]acetamide